1-[2-chloro-3-(3-chloro-5-fluoro-phenoxy)-6-(difluoromethylsulfonyl)phenyl]-N-(tetrahydrofuran-3-ylmethyl)methanamine ClC1=C(C(=CC=C1OC1=CC(=CC(=C1)F)Cl)S(=O)(=O)C(F)F)CNCC1COCC1